CC1=C2C=C(C=NC2=CC=C1)C=1NC(C=2N(C1)N=C(C2C(C)C)C(=O)O)=O 6-(5-methyl-quinolin-3-yl)-4-oxo-3-(propan-2-yl)-4,5-dihydropyrazolo[1,5-a]pyrazine-2-carboxylic acid